FC(C=1C=CC=2N(N1)C(=CN2)C2=CC(=NC=C2F)N2CC(CC(C2)C)N=S(=O)(C)C)F ((1-(4-(6-(Difluoromethyl)imidazo[1,2-b]pyridazin-3-yl)-5-fluoropyridin-2-yl)-5-methylpiperidin-3-yl)imino)dimethyl-λ6-sulfanone